6-bromo-2-oxo-1-(prop-2-yn-1-yl)-1,2-dihydro-1,5-naphthyridine-3-carbonitrile BrC=1N=C2C=C(C(N(C2=CC1)CC#C)=O)C#N